NC1=CC=CC(=N1)S(=O)(=O)NC(=O)C=1C(=NC(=CC1)C1=CC(=CC(=C1)OCC(C)C)F)N(C)C1CC1 N-[(6-Amino-2-pyridyl)sulfonyl]-2-[cyclopropyl(methyl)amino]-6-(3-fluoro-5-isobutoxyphenyl)pyridin-3-carboxamid